C1(CCCCC1)OC(C=1C(O)=CC=CC1)=O salicylic acid cyclohexyl ester